methyl 7-hydroxy-4-methyl-2-oxo-chromene-8-carboxylate OC1=CC=C2C(=CC(OC2=C1C(=O)OC)=O)C